3-(1-hydroxy-1,2-dihydronaphthalen-2-yl)-5-methoxy-2-oxo-3-phenylindoline-1-carboxylic acid tert-butyl ester C(C)(C)(C)OC(=O)N1C(C(C2=CC(=CC=C12)OC)(C1=CC=CC=C1)C1C(C2=CC=CC=C2C=C1)O)=O